O1C2=C(OCC1)C=C(C=C2)C(C)N2CCN(CC2)C=2SC=C(N2)C(=O)N 2-(4-(1-(2,3-dihydrobenzo[b][1,4]dioxin-6-yl)ethyl)piperazin-1-yl)thiazole-4-carboxamide